FC1=C(C=CC(=C1)S(=O)(=O)C)CC1CC2(CN(C2)C(=O)N2C[C@H](CC2)C2=NN=CN2)C1 [6-[(2-Fluoro-4-methylsulfonyl-phenyl)methyl]-2-azaspiro[3.3]heptan-2-yl]-[(3S)-3-(4H-1,2,4-triazol-3-yl)pyrrolidin-1-yl]methanone